NC1=C2NC(N(C2=NC(=N1)SCCC)CC1=CC=C(C=C1)C)=O 6-amino-2-propylsulfanyl-9-(p-toluylmethyl)-7H-purin-8-one